FC1(CC2(C1)CC(C2)NCC(=O)O)F 2-[(2,2-difluorospiro[3.3]heptan-6-yl)amino]acetic acid